(R)-tert-butyl 6-(7-(4-chloro-3-(trifluoromethyl) benzoyl)-2-(isopropylamino)-6-methyl-4-oxo-5,6,7,8-tetrahydropyrido[3,4-d]pyrimidin-3(4H)-yl)-2-azaspiro[3.3]heptane-2-carboxylate ClC1=C(C=C(C(=O)N2CC=3N=C(N(C(C3C[C@H]2C)=O)C2CC3(CN(C3)C(=O)OC(C)(C)C)C2)NC(C)C)C=C1)C(F)(F)F